N1=CC=CC2=CC=CC(=C12)NC(=O)C1=NC=CC2=CC=CC=C12 N-(quinolin-8-yl)isoquinoline-1-carboxamide